methyl 5-amino-3-cyclopropyl-2-hydroxy-benzoate NC=1C=C(C(=C(C(=O)OC)C1)O)C1CC1